Cl.N[C@@H](CCCN\C(\N)=N\[H])C(=O)O E-arginine hydrochloride